BrC=1C=C(C=C(C1N[C@H](CO[Si](C)(C)C(C)(C)C)CO)[N+](=O)[O-])S(=O)(=O)N (S)-3-bromo-4-((1-((tert-butyldimethylsilyl)oxy)-3-hydroxypropan-2-yl)amino)-5-nitrobenzenesulfonamide